methyl-1,4-dicyclohexyl-1,5-diaminocyclohexane CC1C(CC(C(C1)C1CCCCC1)N)(N)C1CCCCC1